3-(4-(tert-butyl)phenyl)-1-ethoxyisoquinoline C(C)(C)(C)C1=CC=C(C=C1)C=1N=C(C2=CC=CC=C2C1)OCC